2-methyl-2-[5-({3-[4-({1-[2-(morpholin-4-yl)-2-oxoethyl]piperidin-4-yl}amino)-1-(2,2,2-trifluoroethyl)-1H-indol-2-yl]prop-2-yn-1-yl}amino)pyridin-2-yl]propanenitrile CC(C#N)(C)C1=NC=C(C=C1)NCC#CC=1N(C2=CC=CC(=C2C1)NC1CCN(CC1)CC(=O)N1CCOCC1)CC(F)(F)F